1-((1R,5S)-6,6-dimethylbicyclo[3.1.1]hept-2-en-2-yl)pent-4-en-1-ol CC1([C@H]2CC=C([C@@H]1C2)C(CCC=C)O)C